OC1=CC(=CC2=C1C(C(=CO2)C2=CC(=C(C=C2)OC)O)=O)O 5,7-dihydroxy-3-(3-hydroxy-4-methoxyphenyl)benzopyran-4-one